7-(3-(2'-fluoro-3,6-dihydro-[4,4'-bipyridinyl]-1(2H)-yl)propyl)-1,6-naphthyridin-5(6H)-one FC1=NC=CC(=C1)C=1CCN(CC1)CCCC=1NC(C=2C=CC=NC2C1)=O